N12C[C@H](C(CC1)CC2)OC(N[C@@H]2C(CCC1=CC(=CC=C21)C2=CC=C(C=C2)CCCC)(C)C)=O (S)-quinuclidin-3-yl((R)-6-(4-butylphenyl)-2,2-dimethyl-1,2,3,4-tetrahydronaphthalen-1-yl)carbamate